C(CC)[N+](C)(C)C.C(CCCCCCCCCCCCCCC)[NH-] palmitylamide propyltrimethylammonium salt